N-(2-Chloro-3-{(4S)-2-imino-4-methyl-1-[(2R*,4R*)-2-methyl-tetrahydropyran-4-yl]-6-oxo-hexahydropyrimidin-4-yl}phenyl)-2,4-difluorobenzamide hydrochloride Cl.ClC1=C(C=CC=C1[C@]1(NC(N(C(C1)=O)[C@H]1C[C@H](OCC1)C)=N)C)NC(C1=C(C=C(C=C1)F)F)=O |o1:15,17|